FC(S(=O)(=O)[O-])(F)F.OC1=CC=C(C2=CC(=CC=C12)O)[S+]1CCCC1 4,7-dihydroxy-1-naphthyltetrahydrothiophenium trifluoromethanesulfonate